Dimethylsilylbis(2-methyl-4,6-diisopropylindenyl)zirconium dichloride [Cl-].[Cl-].C[SiH](C)[Zr+2](C1C(=CC2=C(C=C(C=C12)C(C)C)C(C)C)C)C1C(=CC2=C(C=C(C=C12)C(C)C)C(C)C)C